methyl (S)-4-(2-aminopropyl)-3-oxo-3,4-dihydro-2H-thieno[3,4-b][1,4]oxazine-5-carboxylate N[C@H](CN1C=2C(OCC1=O)=CSC2C(=O)OC)C